FC1=CC=C(C=C1)C(C(=O)O)C(C)=O 4-fluorophenyl-3-oxobutanoic acid